COC1=CC=C(C=C1)C(=NNC([C@H](C)NC(C1=NC=CC(=C1O)OC)=O)=O)C1=CC=C(C=C1)OC (S)-N-(1-(2-(bis(4-methoxyphenyl)methylene)hydrazineyl)-1-oxopropan-2-yl)-3-hydroxy-4-methoxypicolinamide